[Si](C)(C)(C(C)(C)C)O[C@H]1[C@@H](O[C@@H]([C@H]1OCSSC)CO[Si](C)(C)C(C)(C)C)N1C2=NC=NC(=C2N=C1)NC(C1=CC=CC=C1)=O N-(9-((2R,3R,4R,5R)-3-((tert-butyldimethylsilyl)oxy)-5-(((tert-butyldimethylsilyl)oxy)methyl)-4-((methyldisulfaneyl)methoxy)tetrahydrofuran-2-yl)-9H-purin-6-yl)benzamide